CC(CCCCCCCCCCC(CCCCCCC)O)O eicosane-2,13-diol